N-((1-(1-(cis-4-isopropylcyclohexyl)piperidin-4-yl)-1H-indole-2-yl)methyl)furan-3-carboxamide C(C)(C)[C@H]1CC[C@H](CC1)N1CCC(CC1)N1C(=CC2=CC=CC=C12)CNC(=O)C1=COC=C1